allylamino(allylamino)-uracil C(C=C)NC1=C(C(NC(N1)=O)=O)NCC=C